C(C)OC(CCCC(C)(C)C)=O.[O-2].[Al+3].[O-2].[O-2].[Al+3] Aluminium oxid ethyl-5,5-dimethylhexanoate